difluoropyridine C1=CC(=C(N=C1)F)F